4,7-di-n-butoxynaphthyl-tetrahydrothiophenium trifluoromethanesulfonate FC(S(=O)(=O)[O-])(F)F.C(CCC)OC1=CC=C(C2=CC(=CC=C12)OCCCC)[S+]1CCCC1